C12C(CC(CC1)CC2)C(C)NS(=O)(=O)C2=CC(=C(C=C2C)NC(C2=C(C=CC=C2)C)=O)C N-(4-(N-(1-(bicyclo[2.2.2]octan-2-yl)ethyl)sulfamoyl)-2,5-dimethylphenyl)-2-methylbenzamide